benzyl ((10S,13S)-10-(4-(dipropylamino)butyl)-1,1,1-trifluoro-14-methyl-6,9,12-trioxo-3-oxa-5,8,11-triaza-pentadecan-13-yl)carbamate C(CC)N(CCCC[C@@H](C(NCC(NCOCC(F)(F)F)=O)=O)NC([C@H](C(C)C)NC(OCC1=CC=CC=C1)=O)=O)CCC